FC=1C(=C(C=CC1F)C(=O)N1CC(C1)([C@H]1NCCCC1)O)NC1=C(C=C(C=C1)I)F [3,4-Difluoro-2-(2-fluoro-4-iodoanilino)phenyl]-3-hydroxy-3-[(2S)-piperidin-2-yl]-azetidin-1-yl-methanon